P(O)(=O)(OP(=O)(O)OP(=O)(O)O)OC[C@@H]1[C@H]([C@H]([C@@H](O1)N1N=NC=2C(N)=NC=NC12)O)O 8-aza-adenosine triphosphate